C(CCCCCCCCCCC)OCCOCCOCCO triethylene glycol dodecyl ether